ClC1=C(OC(C(=O)OCC(CC(=O)OCC)=O)C)C=C(C(=C1)F)N1C(N(C(N(C1=O)C)=S)C)=O ethyl 4-((2-(2-chloro-5-(3,5-dimethyl-2,6-dioxo-4-thioxo-1,3,5-triazin-1-yl)-4-fluorophenoxy) propionyl) oxy)-3-oxobutanoate